6-oxopiperidine-2-carboxylic acid methyl ester COC(=O)C1NC(CCC1)=O